(R)-3-(4-(4-aminophenyl)piperidin-1-yl)-1-(4-methylbenzyl)pyrrolidin-2-one NC1=CC=C(C=C1)C1CCN(CC1)[C@H]1C(N(CC1)CC1=CC=C(C=C1)C)=O